ClC=1C(C(=C(NC1C)[C@@H]1O[C@]([C@H]([C@H]1C1=C(C(=C(C=C1)F)F)OC)C)(C(F)(F)F)C)C(=O)NC)=O 5-chloro-2-((2R,3S,4S,5R)-3-(3,4-difluoro-2-methoxyphenyl)-4,5-dimethyl-5-(trifluoromethyl)tetrahydrofuran-2-yl)-N,6-dimethyl-4-oxo-1,4-dihydropyridine-3-carboxamide